CC(CC)C(=O)OC methyl methylpropanecarboxylate